1-[3-(fluoromethyl)azetidin-1-yl]ethanone FCC1CN(C1)C(C)=O